N1=C(SC2=C1C1=C(C=C2)OCC1)N1C(N[C@@H]2[C@H]1[C@H](OC2)CC#N)=O [(3aS,4R,6aR)-3-(7,8-Dihydrofuro[3,2-e][1,3]benzothiazol-2-yl)-2-oxohexahydro-1H-furo[3,4-d]imidazol-4-yl]acetonitrile